3-((8-fluoro-2-methylimidazo[1,2-a]pyridin-6-yl)amino)-6-(piperazin-1-yl)-1H-indazole-4-carbonitrile bis(2,2,2-trifluoroacetate) FC(C(=O)O)(F)F.FC(C(=O)O)(F)F.FC=1C=2N(C=C(C1)NC1=NNC=3C=C(C=C(C13)C#N)N1CCNCC1)C=C(N2)C